S1C(=C(C(=C1[S-])[S-])[S-])[S-] thiophene-tetrathiolate